BrC=1C=C(C=CC1)C1(CC1)C1=NN=CN1C 3-(1-(3-bromophenyl)cyclopropyl)-4-methyl-4H-1,2,4-triazole